COC(=O)C1CC(N(C(C1)C)C(=O)C1=NNC(=C1)C1=CC(=NC=C1Cl)OC)C (5-(5-chloro-2-methoxypyridin-4-yl)-1H-pyrazole-3-carbonyl)-2,6-dimethylpiperidine-4-carboxylic acid methyl ester